(2,4-dimethoxybenzyl)-8-methyl-quinazolin-4-amine COC1=C(CC2=NC3=C(C=CC=C3C(=N2)N)C)C=CC(=C1)OC